FC=1C=C(C=CC1)N1C=[N+](C2=C1C(C1=CC=CC=C1C2=NO)=O)C (E) or (Z)-1-(3-fluorophenyl)-4-(hydroxyimino)-3-methyl-9-oxo-4,9-dihydro-1H-naphtho[2,3-d]imidazol-3-ium